butyl 3-(2,2-difluorocyclopropyl)pyrrolidine-1-carboxylate FC1(C(C1)C1CN(CC1)C(=O)OCCCC)F